Methyl 5-((2-((4-(((benzyloxy)carbonyl)amino)butyl)(tert-butoxycarbonyl)amino)ethyl)amino)benzo[c][2,6]naphthyridine-8-carboxylate C(C1=CC=CC=C1)OC(=O)NCCCCN(CCNC1=NC2=C(C3=CN=CC=C13)C=CC(=C2)C(=O)OC)C(=O)OC(C)(C)C